CN1N=C(C(=C1C)[N+](=O)[O-])O 1,5-dimethyl-4-nitro-1H-pyrazol-3-ol